3-aminopyrazolo[1,5-a]pyrimidine-7-ol NC=1C=NN2C1N=CC=C2O